N-(2-ethylhexyl)-2-(3-methoxy-4-benzyloxyphenyl)-3,5,7-tribenzyloxy-quinolin-4-one C(C)C(CN1C(=C(C(C2=C(C=C(C=C12)OCC1=CC=CC=C1)OCC1=CC=CC=C1)=O)OCC1=CC=CC=C1)C1=CC(=C(C=C1)OCC1=CC=CC=C1)OC)CCCC